methylene-N-allylhydroxylamine C=C=CCNO